2-[(3-{3-[(2,4-dichlorophenoxy)methyl]phenoxy}azetidin-1-yl)methyl]-1-[(1,3-oxazol-2-yl)methyl]-1H-1,3-benzodiazole-6-carboxylic acid ClC1=C(OCC=2C=C(OC3CN(C3)CC3=NC4=C(N3CC=3OC=CN3)C=C(C=C4)C(=O)O)C=CC2)C=CC(=C1)Cl